FC1=CC=C(C=C1)NC(C1=CC=C(C=C1)S(=O)(=O)N1CCC2=CC=CC=C12)=O N-(4-fluorophenyl)-4-(indolin-1-ylsulfonyl)benzamide